C(#C)C=1C(=C2C=CNC2=C(C1)C)CN1[C@@H](CC2(CCCC2=O)CC1)C1=CC=C(C(=O)O)C=C1 4-((7S)-8-((5-ethynyl-7-methyl-1H-indol-4-yl)methyl)-1-oxo-8-azaspiro[4.5]dec-7-yl)benzoic acid